(4aR,8aS)-6-(4-((S or R)-1-(4-(Trifluoromethyl)phenyl)ethyl)piperidine-1-carbonyl)hexahydro-2H-pyrido[4,3-b][1,4]oxazin-3(4H)-one FC(C1=CC=C(C=C1)[C@@H](C)C1CCN(CC1)C(=O)N1C[C@@H]2[C@@H](OCC(N2)=O)CC1)(F)F |o1:8|